C(#N)\N=C(/NCC)\N1C[C@H](N(CC1)C1=NC2=C(C=C(C=C2C(=C1C1=NN(C=C1)C)C)CC)F)C (R,E)-N'-cyano-N-ethyl-4-(6-ethyl-8-fluoro-4-methyl-3-(1-methyl-1H-pyrazol-3-yl)quinolin-2-yl)-3-methylpiperazine-1-carboximidamide